[3-(trimethylsilyl)propyl]succinic anhydride C[Si](CCCC1C(=O)OC(C1)=O)(C)C